(1R,5S)-3-[5-chloro-1-(1-cyclopropyl-1H-pyrazol-4-yl)-1H-indazol-6-yl]-8-methyl-3-azabicyclo[3.2.1]octan-8-ol ClC=1C=C2C=NN(C2=CC1N1C[C@H]2CC[C@@H](C1)C2(O)C)C=2C=NN(C2)C2CC2